N-((2-chloro-5-methoxybenzyl)oxy)-6-(4-ethoxyphenyl)pyrazine-2-carboxamide ClC1=C(CONC(=O)C2=NC(=CN=C2)C2=CC=C(C=C2)OCC)C=C(C=C1)OC